Cl.C1=NC=CC=2C(=CC=CC12)S(=O)(=O)N1CCNCCC1 hexahydro-1-(5-isoquinolinesulfonyl)-1H-1,4-diazepine hydrochloride